Benzyl 5,5-difluoro-9-(3-methyl-2-oxo-1H-benzimidazol-4-yl)-3,9-diazaspiro[5.5]undecane-3-carboxylate FC1(CN(CCC12CCN(CC2)C2=CC=CC=1NC(N(C12)C)=O)C(=O)OCC1=CC=CC=C1)F